propenyl-acetylene C(=CC)C#C